[N+](=O)([O-])C1=CC=C(C=C(CO)Br)C=C1 p-nitro-alpha-bromocinnamyl alcohol